O1COC2=C1C=CC=C2O benzo[d][1,3]dioxol-4-ol